C1(CC1)N1C=C(C(C2=CC(=C(C(=C12)OC)N1CC(N(CC1)C(CN1N=NC(=C1)CN1C(=O)C(=O)C2=CC=CC=C12)=O)C)F)=O)C(=O)O 1-cyclopropyl-7-(4-(2-(4-((isatin-1-yl)methyl)-1H-1,2,3-triazol-1-yl)acetyl)-3-methylpiperazin-1-yl)-6-fluoro-8-methoxy-4-oxo-1,4-dihydroquinoline-3-carboxylic acid